ClC1=C(C=CC=C1)CC(=O)NC1=CC(=C(C=C1)N1N=CN=C1C)S(N)(=O)=O 2-(2-chlorophenyl)-N-[4-(5-methyl-1H-1,2,4-triazol-1-yl)-3-sulfamylphenyl]acetamide